(E)-3-(2,4-dihydroxyphenyl)-1-[4-((E)-3-(o-tolyl)acryloyl)piperazin-1-yl]prop-2-en-1-one OC1=C(C=CC(=C1)O)/C=C/C(=O)N1CCN(CC1)C(\C=C\C1=C(C=CC=C1)C)=O